FC(F)(F)SCCCl chloroethyl (trifluoromethyl) sulfide